FC=1C=C2C(C=COC2=CC1)=O 6-Fluorochromone